C(C)(=O)NC1=CC=C(C=C1)C1=CC=C2C(=N1)SC(=N2)NC(=O)C2=CN=NC=C2C2=C(C=CC(=C2)C#N)OC N-(5-(4-acetamidophenyl)thiazolo[5,4-b]pyridin-2-yl)-5-(5-cyano-2-methoxyphenyl)pyridazine-4-carboxamide